pyrazolidin tert-butyl-3-[(2-methoxyacetyl)amino]-3-(2-pyridyl)azetidine-1-carboxylate C(C)(C)(C)OC(=O)N1CC(C1)(C1=NC=CC=C1)NC(COC)=O.N1NCCC1